2-(3-benzoylphenyl)-N-(4-oxocyclohexyl)propionamide C(C1=CC=CC=C1)(=O)C=1C=C(C=CC1)C(C(=O)NC1CCC(CC1)=O)C